C(C1=CC=CC=C1)C1=NC=2N(C=C(NC2C2=NC=CC=C2C#N)C=CC2=CC=C(C=C2)O)C1=O 2-Benzyl-6-(4-hydroxystyryl)-8-(3-cyanopyridyl)-imidazo[1,2-a]pyrazin-3(7H)-one